N-({3-nitro-4-[(tetrahydro-2H-pyran-4-ylmethyl)amino]phenyl}-sulfonyl)-2-(1H-pyrrolo[2,3-b]pyridin-5-yloxy)benzamide [N+](=O)([O-])C=1C=C(C=CC1NCC1CCOCC1)S(=O)(=O)NC(C1=C(C=CC=C1)OC=1C=C2C(=NC1)NC=C2)=O